P(=O)(OC1=C(C(=CC(=C1)C1=NC2=CC=C(C=C2C=C1)F)O)C(C)C)(O)O 5-(6-Fluoroquinolin-2-yl)-3-hydroxy-2-isopropylphenyl dihydrogen phosphate